O=C1N=C2C=CC=CC2=C1 oxo-indole